1-tert-butyl-N-{[3-(4-{[(3R,4S)-4-fluoro-1-methylpiperidin-3-yl]amino}-1-(2,2,2-trifluoroethyl)-1H-indol-2-yl)-1,2,4-oxadiazol-5-yl]methyl}-1H-pyrazole-4-carboxamide C(C)(C)(C)N1N=CC(=C1)C(=O)NCC1=NC(=NO1)C=1N(C2=CC=CC(=C2C1)N[C@@H]1CN(CC[C@@H]1F)C)CC(F)(F)F